BrCCCCCCCCC1=CC(OC=2C=C3C(=CC12)OCO3)=O 8-(8-bromooctyl)-6H-[1,3]dioxolo[4,5-g]chromen-6-one